N-methylpyridinium iodate I(=O)(=O)[O-].C[N+]1=CC=CC=C1